FC1=CC=C(C=C1)C#CC=1C=C(N)C=CC1C=1C=C2C=CN=CC2=CC1 3-((4-fluorophenyl)ethynyl)-4-(isoquinolin-6-yl)aniline